CC1=C(C=CC(=C1)S(N[C@H](C)C1CCN(CC1)C)(=O)=O)NC(=O)C1CCCCCC1 (R)-N-(2-methyl-4-(N-(1-(1-methylpiperidin-4-yl)ethyl)sulfamoyl)phenyl)cycloheptanecarboxamide